tert-butyl 5-amino-1,3-dioxaindoline-2-carboxylate NC=1C=C2OC(OC2=CC1)C(=O)OC(C)(C)C